Cl.O=C1N(CCC(N1)=O)C1=NN(C2=CC(=C(C=C12)F)N1CCC(CC1)(O)CC(=O)O)C 2-[1-[3-(2,4-dioxohexahydropyrimidin-1-yl)-5-fluoro-1-methyl-indazol-6-yl]-4-hydroxy-4-piperidinyl]acetic acid hydrochloride